4-((3-((4-aminobutyl)sulfonyl)propyl)amino)-2-(2,6-dioxopiperidin-3-yl)isoindoline-1,3-dione NCCCCS(=O)(=O)CCCNC1=C2C(N(C(C2=CC=C1)=O)C1C(NC(CC1)=O)=O)=O